S(=O)(=O)(C1=CC=C(C)C=C1)ON=C1C=2C=NN(C2CCC1)C1=NC=CC(=C1)CC1=CC(=CC(=C1)C(F)(F)F)F 1-(4-(3-fluoro-5-(trifluoromethyl)benzyl)pyridin-2-yl)-1,5,6,7-tetrahydro-4H-indazol-4-one O-tosyl oxime